4-[3-Cyano-2-hydroxy-5-(2,4,6-trichloro-benzyl)-phenyl]-4-oxo-butyric acid C(#N)C=1C(=C(C=C(C1)CC1=C(C=C(C=C1Cl)Cl)Cl)C(CCC(=O)O)=O)O